3-[5-fluoro-3-(6-methylpyridazin-4-yl)pyridin-2-yl]-3-methoxy-5,5-dimethyl-6-oxocyclohex-1-ene-1-carbonitrile FC=1C=C(C(=NC1)C1(C=C(C(C(C1)(C)C)=O)C#N)OC)C1=CN=NC(=C1)C